BrC1=CC=C(C=C1)C12C(C3=NC=C(C=C3O1)Cl)(C(C(C2C2=CC=CC=C2)C(=O)N)O)O 5a-(4-bromophenyl)-3-chloro-8,8a-dihydroxy-6-phenyl-5a,7,8,8a-tetrahydro-6H-cyclopenta[4,5]furo[3,2-b]pyridine-7-carboxamide